Cl.NCC=1C(NC(=C2C=CC=CC12)C)=O 4-(aminomethyl)-1-methylisoquinolin-3(2H)-one hydrochloride